ClC1=CC=C2C(=NN(C2=C1)CCC[C@H]1NCCC[C@@H]1O)C=1C=NN(C1)C(F)F (2R,3S)-2-(3-(6-chloro-3-(1-(difluoromethyl)-1H-pyrazol-4-yl)-1H-indazol-1-yl)propyl)piperidin-3-ol